C[SiH](C)N[Si](N[SiH](C)C)(C)C bis(dimethylsilyl)-1,1-dimethylsilanediamine